N-(1-(benzo[d][1,3]dioxol-5-yl)-1-oxopropan-2-yl)-N-methylacetamide O1COC2=C1C=CC(=C2)C(C(C)N(C(C)=O)C)=O